2,6-dichloro-4-(cyclopropyl)pyridine ClC1=NC(=CC(=C1)C1CC1)Cl